methyl (1s,4s)-4-(((3-chloropyrazin-2-yl)methyl)carbamoyl)-1,4-dimethylcyclohexane-1-carboxylate ClC=1C(=NC=CN1)CNC(=O)C1(CCC(CC1)(C(=O)OC)C)C